ClC1=CC=C(S1)CNC1=CC(=NN1)C1N(CCN(C1)CC(F)(F)F)C(=O)OCC=C prop-2-en-1-yl 2-(5-[(5-chlorothiophen-2-yl)methyl]amino-1H-pyrazol-3-yl)-4-(2,2,2-trifluoroethyl)piperazine-1-carboxylate